P(=O)(O)(O)OC1=CC=C(C[C@H](NC(=O)OCC2C3=CC=CC=C3C3=CC=CC=C23)C(=O)O)C=C1 N-Fmoctyrosine phosphate